C(=O)C=1C=C(C=CC1[N+](=O)[O-])C(C#N)(C)C 2-(3-formyl-4-nitro-phenyl)-2-methyl-propanenitrile